(R)-3-(4-cyclopropyl-2-hydroxyphenyl)-4-methyl-6-((1-methylpiperidin-3-yl)amino)-1,2,4-triazin-5(4H)-one C1(CC1)C1=CC(=C(C=C1)C1=NN=C(C(N1C)=O)N[C@H]1CN(CCC1)C)O